N1N=CN=C1C(CC)N1C[C@@]2(CC1)OCCN1C2=CC(=N1)C=1C=C(C(=NC1)N)C(F)(F)F 5-{(3'R)-1'-[1-(1H-1,2,4-triazol-5-yl)propyl]-6,7-dihydrospiro[pyrazolo[5,1-c][1,4]oxazine-4,3'-pyrrolidin]-2-yl}-3-(trifluoromethyl)pyridin-2-amine